4-(1-(4-(5-(difluoromethyl)-1,3,4-oxadiazol-2-yl)-2-fluorobenzyl)-1H-1,2,3-triazol-4-yl)thiophene-2-carbaldehyde FC(C1=NN=C(O1)C1=CC(=C(CN2N=NC(=C2)C=2C=C(SC2)C=O)C=C1)F)F